OCCOC1=CC=C(C=C1)S(=O)(=O)NC1=CC=C(C=C1)OCCO 4-(2-hydroxyethoxy)-N-(4-(2-hydroxyethoxy)phenyl)benzenesulfonamide